tert-butyl-magnesium C(C)(C)(C)[Mg]